tertiary-amyl peroxypivalate C(C(C)(C)C)(=O)OOC(C)(C)CC